IRON BISGLYCINATE NCC(=O)[O-].NCC(=O)[O-].[Fe+2]